ClC=1C(=C(C(=CC1)OC)C1=CC(=NC=C1C(=O)NC=1SC(=NN1)COC)C)F 4-(3-Chloro-2-fluoro-6-methoxyphenyl)-N-(5-(methoxymethyl)-1,3,4-thiadiazol-2-yl)-6-methylnicotinamide